O1CC(C1)CC=O 2-(oxetan-3-yl)acetaldehyde